Cl.FC=1C=C(C=C(C1F)F)NC(=O)[C@@H]1[C@@H](NCC1)C (2S,3S)-N-(3,4,5-trifluorophenyl)-2-methylpyrrolidine-3-carboxamide hydrochloride